[2H]C1(N(C(C(N(C1([2H])[2H])C1=NC=C(C=C1C1=NC=CN=C1)O)([2H])[2H])([2H])[2H])[C@@H]1CC2(CN(C2)C(=O)OCC)CC1)[2H] ethyl (6S)-6-[2,2,3,3,5,5,6,6-octadeuterio-4-(5-hydroxy-3-pyrazin-2-yl-2-pyridyl)piperazin-1-yl]-2-azaspiro[3.4]octane-2-carboxylate